BrC1=CC=CC=2C(CSC21)=O 7-bromo-2H-1-benzothiophene-3-one